3-(4-(7-(2-morpholinoethoxy)benzo[d]imidazo[2,1-b]thiazol-2-yl)phenyl)urea O1CCN(CC1)CCOC1=CC2=C(N3C(S2)=NC(=C3)C3=CC=C(C=C3)NC(N)=O)C=C1